2-CHLORO-5-METHYLPYRIDINE-4-BORONIC ACID ClC1=NC=C(C(=C1)B(O)O)C